ClC=1C=CC(=C2C=NN(C(C12)=O)C)CC1CC2(CN(C2)C\C(=C\C=2C=NN(C(C2)=O)C2OCCCC2)\C)C1 8-chloro-2-methyl-5-[[2-[(E)-2-methyl-3-(6-oxo-1-tetrahydropyran-2-yl-pyridazin-4-yl)allyl]-2-azaspiro[3.3]heptan-6-yl]methyl]phthalazin-1-one